(2,6-difluorophenyl)(tetrahydro-2H-pyran-4-yl)methanone FC1=C(C(=CC=C1)F)C(=O)C1CCOCC1